tris(2,4-di-tert-butyl-4-hydroxyphenyl) phosphite P(OC1=C(CC(C=C1)(O)C(C)(C)C)C(C)(C)C)(OC1=C(CC(C=C1)(O)C(C)(C)C)C(C)(C)C)OC1=C(CC(C=C1)(O)C(C)(C)C)C(C)(C)C